FC(C1=CC=C(C=C1)C1=NN(C2=CC=CC=C12)C1C(COCC1)C(C(=O)N)=C)(F)F (4-(3-(4-(trifluoromethyl)phenyl)-1H-indazol-1-yl)tetrahydro-2H-pyran-3-yl)acrylamide